C1(CCCCCCCC(=O)OCCCCCCCCCCO1)=O decamethylene azelaate